O.P(=O)(O)(O)O dihydrogen phosphate salt monohydrate